N=1C(N=CC=2C1N=C1C2C=CC=N1)=O pyrido(3',2':4,5)pyrrolo[2,3-d]pyrimidin-2-one